D-Ribose-1,2,3,4,5-13C5 O=[13CH][13C@H](O)[13C@H](O)[13C@H](O)[13CH2]O